O1COC2=C1C=CC(=C2)/C=C/C(=O)N(C2COCC2)C2=CC=CC=C2 (E)-3-(1,3-benzodioxol-5-yl)-N-phenyl-N-tetrahydrofuran-3-yl-prop-2-enamide